bis(hexane-1,2,3,4,5-pentaol) hydrochloride Cl.C(C(C(C(C(C)O)O)O)O)O.C(C(C(C(C(C)O)O)O)O)O